C(CCCCCCCCCCCCCCC)OC([C@H]1NCCC1)=O proline (1-hexadecyl) ester